C[C@@H]1CN(C[C@@H](O1)C)C1CCN(CC1)C=1C(=CC2=C(C(C=3NC4=CC(=CC=C4C3C2=O)C#N)(C)C)C1)CC 8-[4-((2R,6S)-2,6-Dimethyl-morpholin-4-yl)-piperidin-1-yl]-9-ethyl-6,6-dimethyl-11-oxo-6,11-dihydro-5H-benzo[b]carbazole-3-carbonitrile